N,N-dimethyl-N-(methylsulfanylmethylene)ammonium iodide C[N+](=CSC)C.[I-]